BrC1=CC=CC=2C3=C(OC21)C=2C=CC=C(C2C=C3)OC 10-bromo-4-methoxynaphtho[1,2-b]benzofuran